C(N)(O[C@@H]1CC[C@H](CC1)\C=C\CO)=O (trans-4-((E)-3-hydroxyprop-1-en-1-yl) cyclohexyl) carbamate